titanium-Platinum [Pt].[Ti]